(5-methylthienyl)(n-butyl)methylene(cyclopentadienyl)(2,7-di-tert-butylfluorenyl)hafnium CC1=CC=C(S1)C(=[Hf](C1=C(C=CC=2C3=CC=C(C=C3CC12)C(C)(C)C)C(C)(C)C)C1C=CC=C1)CCCC